C(C1=CC=CC=C1)N[C@H]1CN(CCC1)C(=O)OC(C)(C)C (R)-3-benzylamino-1-Boc-piperidine